C(CCC)OCCCC di-normal butyl ether